p-octyl-aniline C(CCCCCCC)C1=CC=C(N)C=C1